C1(=CC=C(C=C1)N1CCN(CC1)C(=O)NC1CCN2CCC1CC2)C2=CC=CC=C2 4-([1,1'-biphenyl]-4-yl)-N-(1-azabicyclo[3.2.2]non-4-yl)piperazine-1-carboxamide